CC=1C(=C(C(C)(C)N=C=O)C=CC1)C(C)C methyl-isopropyl-α,α-dimethylbenzyl isocyanate